P(=O)(OC=1C=C(C=CC1)C)(OC=1C=C(C=CC1)C)OC=1C=C(C=CC1)C tri(m-tolyl) phosphate